9-Ethyl-3-carbazolecarboxaldehyde C(C)N1C2=CC=CC=C2C=2C=C(C=CC12)C=O